5-[4-(2-fluoroethoxy)-5,6,7,8-tetrahydro-1,7-naphthyridine-7-carbonyl]-6-methyl-N-(1-methylcyclopropyl)furo[2,3-d]pyrimidin-4-amine FCCOC1=CC=NC=2CN(CCC12)C(=O)C1=C(OC=2N=CN=C(C21)NC2(CC2)C)C